2-Fluoro-5-((6-fluoro-4-mercapto-1-tosyl-1H-indol-5-yl)oxy)benzonitrile FC1=C(C#N)C=C(C=C1)OC=1C(=C2C=CN(C2=CC1F)S(=O)(=O)C1=CC=C(C)C=C1)S